COC(C(C)C1=NN2C(C(=CC(=C2)OC[C@H](C)C2=CC=CC=C2)C)=N1)OC 2-(2,2-dimethoxy-1-methyl-ethyl)-8-methyl-6-[(2R)-2-phenylpropoxy]-[1,2,4]triazolo[1,5-a]pyridine